2-((6,7-Dichloro-2-(2-(3,5-dimethyl-1H-1,2,4-triazol-1-yl)acetyl)-10-(1H-pyrazol-4-yl)-1,2,3,4-tetrahydropyrazino[1,2-a]indol-9-yl)oxy)acetonitrile ClC1=C(C=C(C=2C(=C3N(C12)CCN(C3)C(CN3N=C(N=C3C)C)=O)C=3C=NNC3)OCC#N)Cl